(methyl) carbamate benzyl-((6-bromo-1-(2,6-difluorobenzyl)-3-(6-methoxypyridazin-3-yl)-2,4-dioxo-1,2,3,4-tetrahydrothieno[2,3-d]pyrimidin-5-yl)methyl)(methyl)carbamate C(C1=CC=CC=C1)OC(N(C)CC1=C(SC=2N(C(N(C(C21)=O)C=2N=NC(=CC2)OC)=O)CC2=C(C=CC=C2F)F)Br)=O.C(N)(OC)=O